7-bromo-2-cyclopropyl-2,4-dihydropyrazolo[3',4':3,4]cyclopenta[1,2-b]pyridine BrC=1C=C2C(=NC1)CC=1C2=NN(C1)C1CC1